NCCNCCNCCNCCNCCNCCN hexaethyleneheptamine